C1(CC1)CC(O)C1=CC=C(C=C1)OC 2-cyclopropyl-1-(4-methoxyphenyl)ethanol